(1R,2S)-N1-(1-(4-fluoro-3-(trifluoromethyl)phenyl)cyclopropyl)cyclopentane-1,2-diamine FC1=C(C=C(C=C1)C1(CC1)N[C@H]1[C@H](CCC1)N)C(F)(F)F